3-Cyano-6,6-dimethyl-11-oxo-6,11-dihydro-5H-benzo[b]carbazol-8-carboxylic acid (1,1-dioxo-tetrahydro-thiophen-3-yl)-amide O=S1(CC(CC1)NC(=O)C=1C=CC2=C(C(C=3NC4=CC(=CC=C4C3C2=O)C#N)(C)C)C1)=O